N-(1-cyano-1-methyl-ethyl)-8-methoxy-3-[(2R)-2-methyl-2-[(1S)-2,2,2-trifluoro-1-hydroxy-ethyl]pyrrolidine-1-carbonyl]-1-(2-thienyl)-5,6-dihydropyrrolo[2,1-a]isoquinoline-9-carboxamide C(#N)C(C)(C)NC(=O)C1=C(C=C2CCN3C(C2=C1)=C(C=C3C(=O)N3[C@](CCC3)([C@@H](C(F)(F)F)O)C)C=3SC=CC3)OC